5-[(1R)-1-(4-([4-(trifluoromethyl)-1,3-thiazol-2-yl]amino)phenyl)ethyl]-1H-1,2,3-triazol FC(C=1N=C(SC1)NC1=CC=C(C=C1)[C@@H](C)C1=CN=NN1)(F)F